ClC1=CC=C(C=C1)[C@@H]1COC2=C(O1)C=CC=C2C2CCN(CC2)CC2=NC=C(C=C2CC2(CC2)C#N)C2=NN=C(N2)C(F)(F)F 1-{[2-({4-[(2R)-2-(4-chlorophenyl)-2,3-dihydro-1,4-benzodioxin-5-yl]piperidin-1-yl}methyl)-5-[5-(trifluoromethyl)-4H-1,2,4-triazol-3-yl]pyridin-3-yl]methyl}cyclopropane-1-carbonitrile